N-(5-aminopyridin-2-yl)pyridine-3-sulfonamide NC=1C=CC(=NC1)NS(=O)(=O)C=1C=NC=CC1